P(=O)(OCO)(OC(C)C)OC(C)C Hydroxymethyl Diisopropyl Phosphate